N-(tert-butyl)-4-isobutylbenzenesulfonamide C(C)(C)(C)NS(=O)(=O)C1=CC=C(C=C1)CC(C)C